[Si](O)(O)(O)O.N1=C(N)N=C(N)N=C1N melamine silicate